C1(CC1)C1=CC=C(C(=N1)C)C=1C=C2C(=NC1)NC=C2C(=O)C=2C(=C(C(=CC2)F)NS(=O)(=O)CCC)F N-(3-(5-(6-cyclopropyl-2-methylpyridin-3-yl)-1H-pyrrolo[2,3-b]pyridine-3-carbonyl)-2,6-difluorophenyl)propane-1-sulfonamide